(3S)-3-((6-(3-chloro-4-hydroxyphenyl)-1-(tetrahydro-2H-pyran-2-yl)-1H-indazol-4-yl)oxy)pyrrolidine-1-carboxylic acid tert-butyl ester C(C)(C)(C)OC(=O)N1C[C@H](CC1)OC1=C2C=NN(C2=CC(=C1)C1=CC(=C(C=C1)O)Cl)C1OCCCC1